FC=1C=C(CNC(CC2CN(C2)C(C)C2=CC=CC3=CC=CC=C23)=O)C=CC1 N-(3-Fluorobenzyl)-2-(1-(1-(naphthalen-1-yl)ethyl)azetidin-3-yl)acetamide